CC=1N(C(=CN1)[N+](=O)[O-])CCN 2-(2-methyl-5-nitro-1H-imidazol-1-yl)ethylamine